O=C1NC(CCC1N1C(N(C2=C1C=CC(=C2)N2CCN(CC2)C(CN2CCC(CC2)NC(OC(C)(C)C)=O)=O)C)=O)=O Tert-butyl N-[1-[2-[4-[1-(2,6-dioxo-3-piperidyl)-3-methyl-2-oxo-benzimidazol-5-yl] piperazin-1-yl]-2-oxo-ethyl]-4-piperidyl]carbamate